13-amino-6,9,12-trioxo-3-oxa-5,8,11-triazatridecanoic acid NCC(NCC(NCC(NCOCC(=O)O)=O)=O)=O